tert-butyl N-{[2-chloro-5-(2,4-difluorophenyl)-1-(3-{[(propan-2-yl) sulfamoyl] amino} benzenesulfonyl)-1H-pyrrol-3-yl] methyl}-N-methylcarbamate ClC=1N(C(=CC1CN(C(OC(C)(C)C)=O)C)C1=C(C=C(C=C1)F)F)S(=O)(=O)C1=CC(=CC=C1)NS(NC(C)C)(=O)=O